6-bromo-8H-thieno[3',2':4,5]pyrrolo[3,2-b]pyridine BrC=1C=C2C(=NC1)C1=C(N2)SC=C1